3-amino-6-{8-[(2-cyano-2-methylideneethyl)amino]-7-methoxynaphthalen-2-yl}-N-[(1-methylpiperidin-4-yl)methyl]pyridine-2-carboxamide NC=1C(=NC(=CC1)C1=CC2=C(C(=CC=C2C=C1)OC)NCC(=C)C#N)C(=O)NCC1CCN(CC1)C